[Si](C1=CC=CC=C1)(C1=CC=CC=C1)(C(C)(C)C)O[C@H]1C[C@@]2(CCCN2C1)CO ((2S,7aS)-2-((tert-butyldiphenylsilyl)oxy)tetrahydro-1H-pyrrolizin-7a(5H)-yl)methanol